8-chloro-3-(3-chloro-2-methylpyridin-4-yl)imidazo[1,5-a]pyrazine ClC=1C=2N(C=CN1)C(=NC2)C2=C(C(=NC=C2)C)Cl